(2R)-2-mercaptopropan-1-ol S[C@@H](CO)C